C(C)(C)(C)[Si](OCC1(COC1)CO)(C1=CC=CC=C1)C1=CC=CC=C1 [3-[[tert-butyl-(diphenyl)silyl]oxymethyl]oxetan-3-yl]methanol